4-(((4-(1-(2-fluorophenyl)-1H-pyrazol-4-yl)pyrimidin-5-yl)oxy)methyl)cyclohexane-1-ol FC1=C(C=CC=C1)N1N=CC(=C1)C1=NC=NC=C1OCC1CCC(CC1)O